sodium bis-dithiocarbamate C(N)([S-])=S.C(N)([S-])=S.[Na+].[Na+]